[(6Ar,10aR)-6,6,9-trimethyl-3-pentyl-6a,7,8,10a-tetrahydrobenzo[c]chromen-1-yl] carbamate C(N)(OC1=C2[C@H]3[C@H](C(OC2=CC(=C1)CCCCC)(C)C)CCC(=C3)C)=O